CN1CC=CC(=C1)N1CCN(CC1)CC=1C=CC=2C3=C(C(NC2C1)=O)N(C=C3)C n-methyl-5-(4-((3-methyl-4-oxo-4,5-dihydro-3H-pyrrolo[2,3-c]quinolin-7-yl)methyl)piperazin-1-yl)pyridine